C(C)(C)(C)OC(=O)N1C(CCCC1)N1N=C2C(=CC(=CC2=C1)Br)F (5-bromo-7-fluoro-indazol-2-yl)piperidine-1-carboxylic acid tert-butyl ester